CC1=CN=C2N1C=C(C=C2)C2=CC=C(C=C2)S(=O)(=O)[C@@H]2CC[C@H](CC2)NC2=NC=C(C=C2)OC(F)(F)F N-[trans-4-(4-{3-methylimidazo[1,2-a]pyridin-6-yl}benzenesulfonyl)cyclohexyl]-5-(trifluoromethoxy)pyridin-2-amine